C(C(=C)C)(=O)OCCOC(NCC(CC(CCNC(OCCOC(C(=C)C)=O)=O)C)(C)C)=O 7,7,9-trimethyl-4,13-dioxo-3,14-dioxa-5,12-diaza-hexadecane-1,16-diol dimethacrylate